COC(CCCCCCO)=O 7-hydroxyheptanoic acid methyl ester